FC(C1=C(C=CC=C1)C1=CC2=C(N=C(S2)N2C([C@H]3[C@H]4C=C[C@@H]([C@H]3C2=O)C4)=O)C=C1)(F)F (1R,2S,6R,7S)-4-[6-[2-(trifluoromethyl)phenyl]-1,3-benzothiazol-2-yl]-4-azatricyclo[5.2.1.02,6]dec-8-en-3,5-dione